N-(4-chlorophenyl)-4-{3-(4-chlorophenyl)-1-[2-(diethylamino)ethyl]ureido}-3-methylbenzamide ClC1=CC=C(C=C1)NC(C1=CC(=C(C=C1)N(C(=O)NC1=CC=C(C=C1)Cl)CCN(CC)CC)C)=O